3-{5'-chloro-3'-fluoro-2'-[(5-methylpyridine-3-sulfonyl)amino][1,1'-biphenyl]-4-yl}propanoic acid ethyl ester C(C)OC(CCC1=CC=C(C=C1)C1=C(C(=CC(=C1)Cl)F)NS(=O)(=O)C=1C=NC=C(C1)C)=O